ClC1=C(C=C2C=C(N=CC2=C1)NC(=O)C1COC2(CCC2)CC1)C1CCN(CC1)C1(COCC1O)C N-(7-chloro-6-(1-(4-hydroxy-3-methyltetrahydrofuran-3-yl)piperidin-4-yl)isoquinolin-3-yl)-5-oxaspiro[3.5]nonane-7-carboxamide